1-[(6-{3-azabicyclo[3.1.0]hex-3-yl}-2-methylpyridin-3-yl)methyl]-5-bromo-1H-indole-3-carboxylic acid C12CN(CC2C1)C1=CC=C(C(=N1)C)CN1C=C(C2=CC(=CC=C12)Br)C(=O)O